ClC=1C2=C(N=C(N1)C1CCC1)SC(=C2)C 4-chloro-2-cyclobutyl-6-methylthieno[2,3-d]pyrimidine